N-methoxy-2-(3-methoxy-5-methyl-pyrazol-1-yl)-N-methyl-6-[5-[(6-methylpyridazin-3-yl)amino]benzoimidazol-1-yl]pyridine-3-carboxamide CON(C(=O)C=1C(=NC(=CC1)N1C=NC2=C1C=CC(=C2)NC=2N=NC(=CC2)C)N2N=C(C=C2C)OC)C